9-(4-chloro-2-fluorophenyl)-2,3-dimethyl-7-[rac-(2R,4S)-2-(1-methylpyrazol-4-yl)oxan-4-yl]pyrazino[1,2-a]pyrimidin-4-one ClC1=CC(=C(C=C1)C1=NC(=CN2C1=NC(=C(C2=O)C)C)[C@@H]2C[C@@H](OCC2)C=2C=NN(C2)C)F |r|